tert-butyl (3R,4R)-3-[1-(2,6-dibenzyloxy-3-pyridyl)-3-methyl-2-oxo-benzimidazol-5-yl]-4-fluoro-piperidine-1-carboxylate C(C1=CC=CC=C1)OC1=NC(=CC=C1N1C(N(C2=C1C=CC(=C2)[C@@H]2CN(CC[C@H]2F)C(=O)OC(C)(C)C)C)=O)OCC2=CC=CC=C2